C(CCCCCCCCCCCCCCCCCCC)N normal eicosaneamine